C(CCCCCCCCCCCCC)(=O)OC[C@@H](OC(CCCCCCCCCCCCC)=O)COP(=O)(O)OC(C[N+](C)(C)C)(C(CCCCCCCCCCCCC)=O)C(CCCCCCCCCCCCC)=O 1,2-dimyristoyl-(ditetradecanoyl)-sn-glycero-3-phosphorylcholine